O1CCC2=C1C=CC(=C2)S(=O)(=O)N 2,3-dihydrobenzofuran-5-sulfonamide